ethyl (1R,3S,5S)-3-((S)-2-methyl-1,2,3,6-tetrahydropyridin-4-yl)-8-azabicyclo[3.2.1]octane-8-carboxylate C[C@@H]1NCC=C(C1)C1C[C@H]2CC[C@@H](C1)N2C(=O)OCC